CC1=C(C(=CC(=C1)C)C)C1=NOC=2C1=C1C=CC2C1 3-(2,4,6-trimethylphenyl)-4,7-methano-1,2-benzisoxazole